1-(3-(4-Methoxyphenyl)-1,2,4-oxadiazol-5-yl)-N-((1-((Tetrahydrofuran-2-yl)methyl)pyrrolidin-3-yl)methyl)piperidin-4-carboxamid COC1=CC=C(C=C1)C1=NOC(=N1)N1CCC(CC1)C(=O)NCC1CN(CC1)CC1OCCC1